2-amino-5-((4-chlorophenyl)thio)-4'-sulfamoyl-[1,1'-biphenyl]-3-carboxamide NC1=C(C=C(C=C1C(=O)N)SC1=CC=C(C=C1)Cl)C1=CC=C(C=C1)S(N)(=O)=O